OC(CC=1C(N(N=C(C1)C1=CC=C(C=C1)C(F)(F)F)C=1C=NC=CC1)=O)(C)C 2-hydroxy-2-methylpropyl-3-oxo-2-(pyridin-3-yl)-6-[4-(trifluoromethyl)phenyl]-2,3-dihydropyridazine